6,6-Dimethyl-1,5-diazabicyclo[3.1.0]hexane CC1(N2CCCN12)C